dipotassium 5,5'-(methylazanediyl)dipentanoate CN(CCCCC(=O)[O-])CCCCC(=O)[O-].[K+].[K+]